O=C1NC(CCC1N1C(C2=CC=C(C=C2C1=O)NCCCC1CC(C1)N1N=CC(=C1)C1=NC2=CC(=CC=C2N=C1)N1CCOCC1)=O)=O 2-(2,6-dioxopiperidin-3-yl)-5-((3-(3-(4-(7-morpholinoquinoxalin-2-yl)-1H-pyrazol-1-yl)cyclobutyl)propyl)amino)isoindoline-1,3-dione